(5-(pyridin-4-yl)-1,3,4-thiadiazol-2-yl)methanamine N1=CC=C(C=C1)C1=NN=C(S1)CN